ClC1=CC(=C(C=C1)C(=O)C=1C=NOC1C1CC1)S(=O)(=O)C [4-chloro-2-(methylsulfonyl)phenyl](5-cyclopropyl-4-isoxazolyl)methanone